3,4-dihydro-1H-isoquinolin-2-yl-[rac-(5R,7R)-7-fluoro-5-phenyl-6,7-dihydro-5H-pyrrolo[1,2-b][1,2,4]triazol-2-yl]methanone C1N(CCC2=CC=CC=C12)C(=O)C=1N=C2N(N1)[C@H](C[C@H]2F)C2=CC=CC=C2 |r|